methyl 2-((1-(2-(3,6-dihydro-2H-pyran-4-yl)-7-methyl-4-oxo-4H-pyrido[1,2-a]pyrimidin-9-yl)ethyl)amino)benzoate O1CCC(=CC1)C=1N=C2N(C(C1)=O)C=C(C=C2C(C)NC2=C(C(=O)OC)C=CC=C2)C